C(C1=CC=CC=C1)OC[C@H]1N([C@H](CC1)C=O)C(=O)OC(C)(C)C tert-butyl (2S,5R)-2-(benzyloxymethyl)-5-formyl-pyrrolidine-1-carboxylate